ClC=1C=CC(=NC1)N1N=C(N=C1C(C)N1C(C2=CC=CC=C2C1=O)=O)NC(OC(C)(C)C)=O tert-butyl N-[1-(5-chloro-2-pyridyl)-5-[1-(1,3-dioxoisoindolin-2-yl)ethyl]-1,2,4-triazol-3-yl]carbamate